4-(2,2-difluoro-1-((triethylsilyl)oxy)but-3-en-1-yl)benzonitrile FC(C(O[Si](CC)(CC)CC)C1=CC=C(C#N)C=C1)(C=C)F